C(C)(C)(C)OC(=O)N1CC(N(CC1)C=1C2=C(N=CN1)N(C=C2N2CCCC2)C2=NC=CC(=C2)Cl)(C)C 4-(7-(4-chloropyridin-2-yl)-5-(pyrrolidin-1-yl)-7H-pyrrolo[2,3-d]pyrimidin-4-yl)-3,3-dimethylpiperazine-1-carboxylic acid tert-butyl ester